NCC1=C(C=C(C=C1OC)C=1C(=C(C=CC1)C1=C(C(=CC=C1)NC(=O)C1OCCCC1)C)C)F N-(4''-(aminomethyl)-3''-fluoro-5''-methoxy-2,2'-dimethyl-[1,1':3',1''-terphenyl]-3-yl)tetrahydro-2H-pyran-2-carboxamide